C(C)(C)(C)OC(=O)N1CC2(C1)CN(C2)C2=CC=C1C=C(N=NC1=C2)C2=C(C=CC=C2)OCOC 6-{3-[2-(methoxymethoxy)phenyl]cinnolin-7-yl}-2,6-diazaspiro[3.3]heptane-2-carboxylic acid tert-butyl ester